(exo)-6-[[4-[(5-bromo-1-methyl-imidazole-2-carbonyl)amino]-2-chloro-benzoyl]amino]-3-azabicyclo[3.1.0]hexane-3-carboxylic acid tert-butyl ester C(C)(C)(C)OC(=O)N1CC2C(C2C1)NC(C1=C(C=C(C=C1)NC(=O)C=1N(C(=CN1)Br)C)Cl)=O